C(\C=C/C(=O)OCCCC=C)(=O)OCCCC=C di(4-pentenyl) maleate